1-((((2-(5-Cyclopropyl-4'-fluoro-2'-(4-methyl-4H-1,2,4-triazol-3-yl)-[1,1'-biphenyl]-3-yl)-7-(trifluoromethyl)benzo[d]oxazol-5-yl)methyl)amino)methyl)cyclobutan-1-ol C1(CC1)C=1C=C(C=C(C1)C1=C(C=C(C=C1)F)C1=NN=CN1C)C=1OC2=C(N1)C=C(C=C2C(F)(F)F)CNCC2(CCC2)O